(2-(4-((4-fluoro-3-methylphenyl)carbamoyl)-1,3,5-trimethyl-1H-pyrrol-2-yl)-2-oxoacetyl)-L-allothreonine FC1=C(C=C(C=C1)NC(=O)C=1C(=C(N(C1C)C)C(C(=O)N[C@@H]([C@@H](O)C)C(=O)O)=O)C)C